N-(p-tolyl)pyridine-2-amine C1(=CC=C(C=C1)NC1=NC=CC=C1)C